methyl 4-(3-(4-methoxyphenyl)-2-oxo-7-((2,2,2-trifluoroethyl)((2-(trimethylsilyl)ethoxy)methyl)amino)-3,4-dihydropyrimido[4,5-d]pyrimidin-1(2H)-yl)benzoate COC1=CC=C(C=C1)N1C(N(C2=NC(=NC=C2C1)N(COCC[Si](C)(C)C)CC(F)(F)F)C1=CC=C(C(=O)OC)C=C1)=O